(S)-3-aminopyrrolidine N[C@@H]1CNCC1